1-((3R,4R,5R,6R)-6-(Aminomethyl)-2,4,5-trihydroxytetrahydro-2H-pyran-3-yl)tetrahydropyrimidin-2(1H)-one NC[C@@H]1[C@@H]([C@@H]([C@H](C(O1)O)N1C(NCCC1)=O)O)O